(3R,5S)-1-benzyl-5-(2-methoxy-2-oxoethyl)piperidine-3-carboxylic acid methyl ester COC(=O)[C@H]1CN(C[C@@H](C1)CC(=O)OC)CC1=CC=CC=C1